3,5,6-trimethylpyrazin-2(1H)-one CC=1C(NC(=C(N1)C)C)=O